C(C)(C)(C)OC(=O)NCCOC=1C(=CC2=CC=CC=C2C1)C(=O)OC methyl 3-(2-(tert-butoxycarbonylamino) ethoxy)-2-naphthoate